(S)-4-tert-butyl-2-(2-pyridyl)-4,5-dihydrooxazole C(C)(C)(C)[C@@H]1N=C(OC1)C1=NC=CC=C1